CN1N=CC(=N1)C=1C=C(C=CC1)NC(OC(C)(C)C)=O tert-butyl (3-(2-methyl-2H-1,2,3-triazol-4-yl)phenyl)carbamate